3-O-beta-galactopyranosyl-sn-glycerol [C@@H]1([C@H](O)[C@@H](O)[C@@H](O)[C@H](O1)CO)OC[C@@H](CO)O